2-amino-5-(2-amino-[1,2,4]triazolo[1,5-a]pyridin-7-yl)-N-(2-isopropoxybenzyl)nicotinamide NC1=C(C(=O)NCC2=C(C=CC=C2)OC(C)C)C=C(C=N1)C1=CC=2N(C=C1)N=C(N2)N